5-(5-(3,4-dichloro-5-(trifluoromethyl)phenyl)-4,5-dihydro-isoxazol-3-yl)-3-methylpyridinecarboxylic acid ClC=1C=C(C=C(C1Cl)C(F)(F)F)C1CC(=NO1)C=1C=C(C(=NC1)C(=O)O)C